sec-butyl bromoformate BrC(=O)OC(C)CC